C[C@]1(CS(CC1)(=O)=O)NC(=O)C=1C=C2C(=NC1)C(=NN2C2CCOCC2)C=2N(N=CC2)C N-[(3S)-3-methyl-1,1-dioxo-thiolan-3-yl]-3-(2-methylpyrazol-3-yl)-1-tetrahydropyran-4-yl-pyrazolo[4,3-b]pyridine-6-carboxamide